N-((3R,4S)-4-((8-((cyclopropylmeth-yl)amino)-6-(2-fluoro-3,5-bis(meth-oxy-d3)phenyl)pyrido[3,4-d]pyrimidin-2-yl)amino)tetrahydrofuran-3-yl)acryl-amide C1(CC1)CNC1=NC(=CC2=C1N=C(N=C2)N[C@H]2[C@H](COC2)NC(C=C)=O)C2=C(C(=CC(=C2)OC([2H])([2H])[2H])OC([2H])([2H])[2H])F